FC=1C=NN2C1C=C(C(=C2)C2=C(C=CC=C2OC)F)C(=O)NC=2SC(=NN2)OCC2CCC(CC2)O 3-fluoro-6-(2-fluoro-6-methoxyphenyl)-N-(5-(((1r,4r)-4-hydroxycyclohexyl)methoxy)-1,3,4-thiadiazol-2-yl)pyrazolo(1,5-a)pyridine-5-carboxamide